tert-butyl 4-(3-(pyrrolidin-1-yl)phenyl)piperazine-1-carboxylate N1(CCCC1)C=1C=C(C=CC1)N1CCN(CC1)C(=O)OC(C)(C)C